NC=1C(=NC(=CC1OCC(F)F)F)C#CC1=CC(=NC=C1)NC(C)=O N-(4-{[3-amino-4-(2,2-difluoroethoxy)-6-fluoropyridin-2-yl]ethynyl}pyridin-2-yl)acetamide